N-(5-cyano-2-pyridyl)-4-(4,5-dichloro-6-oxo-pyridazin-1-yl)piperidine-1-sulfonamide C(#N)C=1C=CC(=NC1)NS(=O)(=O)N1CCC(CC1)N1N=CC(=C(C1=O)Cl)Cl